[Si](C1=CC=CC=C1)(C1=CC=CC=C1)(C(C)(C)C)OC1CCC(CC1)C1=C(C(=NC(=N1)Cl)N)[N+](=O)[O-] ((1r,4r)-4-((tert-butyldiphenylsilyl)oxy)cyclohexyl)-2-chloro-5-nitropyrimidin-4-amine